ClC=1C=CC(=NC1)CN1C[C@@](CC1)(C(=O)NC1(COC1)C(F)(F)F)CCC1=CC=C(C=C1)C#N (R)-1-((5-chloropyridin-2-yl)methyl)-3-(4-cyanophenethyl)-N-(3-(trifluoromethyl)oxetan-3-yl)pyrrolidine-3-carboxamide